FC1=C(C(=O)NC2=NC=C(C=C2)N2N=C(C=C2C(F)(F)F)C=2OC(N(N2)C)=O)C=CC(=C1)F 2,4-Difluoro-N-(5-(3-(4-methyl-5-oxo-4,5-dihydro-1,3,4-oxadiazol-2-yl)-5-(trifluoromethyl)-1H-pyrazol-1-yl)pyridin-2-yl)benzamide